methyl 6-(4,4-difluorocyclohex-1-en-1-yl)-5-fluoropyridine-3-carboxylate FC1(CC=C(CC1)C1=C(C=C(C=N1)C(=O)OC)F)F